BrC1=NN(C(=N1)OC1=CC(=CC=C1)Cl)CC 3-bromo-5-(3-chlorophenoxy)-1-ethyl-1H-1,2,4-triazole